ethyl 3-(3,4-difluoro-2-methoxy-phenyl)-4,5-dimethyl-furan-2-carboxylate FC=1C(=C(C=CC1F)C1=C(OC(=C1C)C)C(=O)OCC)OC